C(=O)(O)CC=1C(=NC(NC1)=O)N 5-carboxymethylcytosine